(S)-4-((1-(8-(benzo[d]oxazol-2-yl)-4-chloro-1-oxo-2-phenyl-1,2-dihydroisoquinolin-3-yl)ethyl)amino)pyrido[2,3-d]pyrimidin-5(8H)-one O1C(=NC2=C1C=CC=C2)C=2C=CC=C1C(=C(N(C(C21)=O)C2=CC=CC=C2)[C@H](C)NC=2C1=C(N=CN2)NC=CC1=O)Cl